methyl (R)-3-(4-amino-3,5-diiodophenyl)-2-(benzyloxycarbonylamino)-propanoate NC1=C(C=C(C=C1I)C[C@H](C(=O)OC)NC(=O)OCC1=CC=CC=C1)I